6-Amino-7-(3-methoxy-2,6-dimethylphenyl)-2-methyl-7H-pyrrolo[2,3-d]pyrimidine-5-carbonitrile NC1=C(C2=C(N=C(N=C2)C)N1C1=C(C(=CC=C1C)OC)C)C#N